2-amino-8-methoxy-N-[[6-(trifluoromethyl)-2-pyridyl]methyl]quinazoline-4-carboxamide NC1=NC2=C(C=CC=C2C(=N1)C(=O)NCC1=NC(=CC=C1)C(F)(F)F)OC